O[C@@H](CC(=O)OC)CC=C Methyl (3R)-3-hydroxyhex-5-enoate